7-(4-(4-(benzo[b]thiophen-4-yl)piperazin-1-yl)butoxy)-N,N-dibenzyl-2-oxoquinoline-1(2H)-carboxamide S1C2=C(C=C1)C(=CC=C2)N2CCN(CC2)CCCCOC2=CC=C1C=CC(N(C1=C2)C(=O)N(CC2=CC=CC=C2)CC2=CC=CC=C2)=O